5-tert-butyl-e-caprolactone C(C)(C)(C)C1CCCC(=O)OC1